N,N-diethylethylenediamine C(C)N(CCN)CC